BrC1=CC(=C2C=CN(C2=C1)C(=O)OC(C)(C)C)C#N tert-butyl 6-bromo-4-cyano-1H-indole-1-carboxylate